C(C=C)(=O)NC=1C=C(C[C@H](N)C(=O)O)C=CC1 3-acrylamido-phenylalanine